NN1CCN(CC1)NC(CCC(=O)O)=O 4-[(4-aminopiperazin-1-yl)amino]-4-oxobutanoic acid